C(OC(CCO[Si](C)(C)C(C)(C)C)CCCCCCCCCCOC1OCCCC1)(OCCCN(C)C)=O 1-((tert-butyldimethylsilyl)oxy)-13-((tetrahydro-2H-pyran-2-yl)oxy)tridecan-3-yl (3-(dimethylamino)propyl) carbonate